FC(C=1OC(=CC1C(=O)NC1=NC(=NS1)CC(C)O)C1=CC(=CC=C1)C#N)(F)F 2-(trifluoromethyl)-5-(3-cyanophenyl)-N-(3-(2-hydroxypropyl)-1,2,4-thiadiazol-5-yl)furan-3-carboxamide